O=C1NC(CCC1C1=CC=C(C=C1)N1CCN(CC1)[C@H]1[C@@H](C1)C1CCC(CC1)NC(OC(C)(C)C)=O)=O tert-butyl ((1r,4r)-4-((1S,2R)-2-(4-(4-(2,6-dioxopiperidin-3-yl)phenyl)piperazin-1-yl)cyclopropyl)cyclohexyl)carbamate